[Li+].C(C)(=O)NC[C@H]1N2C(N([C@H](C=C1C)C2)O[C@H](C(=O)[O-])F)=O (2S)-2-[[(2S,5R)-2-(acetamidomethyl)-3-methyl-7-oxo-1,6-diazabicyclo[3.2.1]oct-3-en-6-yl]oxy]-2-fluoro-acetic acid lithium salt